OCC=CC=CC 1-hydroxymethyl-1,3-pentadiene